3-[2-[2-(8-chloro-4-oxo-chromen-2-yl)-5-(trifluoromethyl)phenoxy]ethylamino]cyclobutanecarboxylic acid ClC=1C=CC=C2C(C=C(OC12)C1=C(OCCNC2CC(C2)C(=O)O)C=C(C=C1)C(F)(F)F)=O